2-benzyl-2-chloro-N-(8-fluoro-2-methyl-3-quinolyl)-4-methyl-pentanamide C(C1=CC=CC=C1)C(C(=O)NC=1C(=NC2=C(C=CC=C2C1)F)C)(CC(C)C)Cl